6-iodo-3-(methoxymethoxy)pyridine IC1=CC=C(C=N1)OCOC